(P)-3-chloro-4-((5-fluoropyridin-2-yl)methoxy)-6''-(2-hydroxypropan-2-yl)-3'',5',6-trimethyl-2H-[1,4':2',2''-terpyridin]-2-one ClC=1C(N(C(=CC1OCC1=NC=C(C=C1)F)C)C1=CC(=NC=C1C)C1=NC(=CC=C1C)C(C)(C)O)=O